3-(4-chloro-3-fluorophenyl)propionic acid ClC1=C(C=C(C=C1)CCC(=O)O)F